N-(3-chloro-5-(methylsulfonamido)phenyl)-1-(2-fluoro-6-((5-fluoropyridin-3-yl)methoxy)phenyl)-1H-pyrazole-4-carboxamide ClC=1C=C(C=C(C1)NS(=O)(=O)C)NC(=O)C=1C=NN(C1)C1=C(C=CC=C1OCC=1C=NC=C(C1)F)F